The molecule is an oxo dicarboxylic acid that is 2-oxohept-4-ene in which the two terminal methyl groups are replaced by carboxy groups. It is an oxo dicarboxylic acid and an olefinic compound. It is a conjugate acid of a 2-oxohept-4-ene-1,7-dioate. It is a tautomer of a 2-hydroxyhepta-2,4-dienedioic acid. C(/C=C/CC(=O)O)C(=O)C(=O)O